3-ethyl-6-fluoro-7-(hydroxymethyl)-1H-quinoxalin-2-one C(C)C=1C(NC2=CC(=C(C=C2N1)F)CO)=O